4-[2-[[(1R)-1-[(3R)-7-(1-methylpyrazol-4-yl)-1,2,3,4-tetrahydropyrido[2,3-b]pyrazin-3-yl]-1-phenyl-ethyl]amino]ethyl]benzonitrile CN1N=CC(=C1)C1=CC2=C(N[C@H](CN2)[C@@](C)(C2=CC=CC=C2)NCCC2=CC=C(C#N)C=C2)N=C1